2-(1-benzhydryl-piperidin-4-yl)-5-(diethylamino)isoindolin-1-one tert-butyl-(3S,4R)-3-(tert-butylamino)-4-fluoropyrrolidine-1-carboxylate C(C)(C)(C)OC(=O)N1C[C@@H]([C@@H](C1)F)NC(C)(C)C.C(C1=CC=CC=C1)(C1=CC=CC=C1)N1CCC(CC1)N1C(C2=CC=C(C=C2C1)N(CC)CC)=O